C(C)N(CC)C=1C(=C(C(=C(C(=O)O)C1)CCCCCC)C(C1=CC=CC=C1)=O)O.C(C1=CC=CC=C1)(=O)OCCCCCC hexyl benzoate (DiethylaminoHydroxybenzoyl Hexyl Benzoate)